5-((5-(3-(5-(hydroxymethyl)oxazol-2-yl)cyclopentyl)-1H-pyrazol-3-yl)amino)-1,3-dihydrobenzo[c]isothiazole 2,2-dioxide OCC1=CN=C(O1)C1CC(CC1)C1=CC(=NN1)NC1=CC2=C(NS(C2)(=O)=O)C=C1